FC1=C(C=CC(=C1)C(F)(F)F)CC1CCNCC1 4-[[2-Fluoro-4-(trifluoromethyl)phenyl]methyl]piperidine